3-(2-amino-6-{1-[(6-cyclopropyl-2-pyridinyl)methyl]-1H-1,2,3-triazol-4-yl}-4-pyrimidinyl)-2-fluoro-benzonitrile NC1=NC(=CC(=N1)C=1C(=C(C#N)C=CC1)F)C=1N=NN(C1)CC1=NC(=CC=C1)C1CC1